C(C)(C)(C)OC(=O)N1CCN(CC1)C1=C(C=C(C=C1)C(=O)OC)C#N 4-[2-cyano-4-(methoxycarbonyl)phenyl]Piperazine-1-carboxylic acid tert-butyl ester